C(C)(C)(C)C1=NN=C(O1)C(=O)NCC1=C(C=C(C=C1)C1=NC=NN2C1=CC(=C2)C=2C=NN(C2)C)C 5-(tert-butyl)-N-(2-methyl-4-(6-(1-methyl-1H-pyrazol-4-yl)pyrrolo[2,1-f][1,2,4]triazin-4-yl)benzyl)-1,3,4-oxadiazole-2-carboxamide